(E)-{3-[(3-nitrophenyl) diazenyl]Phenyl tert-butyl} carbamate C(N)(OC(CC1=CC(=CC=C1)\N=N\C1=CC(=CC=C1)[N+](=O)[O-])(C)C)=O